2-(2-hydroxyethyl)-1-methylpropyl 1-piperidinecarboxylate N1(CCCCC1)C(=O)OC(C(C)CCO)C